tert-butyl (3S)-4-[(4R)-4-benzyl-2-oxo-1,3-oxazolidin-3-yl]-3-methyl-4-oxobutanoate C(C1=CC=CC=C1)[C@H]1N(C(OC1)=O)C([C@H](CC(=O)OC(C)(C)C)C)=O